5-(2,2-difluorocyclopropyl)-N-methyl-1H-pyrazol-3-amine FC1(C(C1)C1=CC(=NN1)NC)F